FC=1C=C(NC2C(NC(CC2)=O)=O)C=CC1N1CC2(C1)CC(C2)=O 3-[3-fluoro-4-(6-oxo-2-azaspiro[3.3]heptan-2-yl)anilino]piperidine-2,6-dione